(S)-3-(1-hydroxy-prop-2-yl)-8-(piperidin-1-yl)-6-(6-(trifluoromethyl)pyridin-3-yl)pyrido[3,4-d]pyrimidin-4(3H)-one OC[C@H](C)N1C=NC2=C(C1=O)C=C(N=C2N2CCCCC2)C=2C=NC(=CC2)C(F)(F)F